C1(=CC=CC=C1)/C=C/C=C/C(=O)OCC (2E,4E)-ethyl 5-phenylpenta-2,4-dienoate